3-aminopyrazole-4-carboxamide hemisulfate S(=O)(=O)(O)O.NC1=NNC=C1C(=O)N.NC1=NNC=C1C(=O)N